6-((4-hydroxybutyl)amino)hexyl 2-hexyldecanoate C(CCCCC)C(C(=O)OCCCCCCNCCCCO)CCCCCCCC